(±)-trans-tert-butyl-4-hydroxy-3-(3-(trifluoromethyl) phenoxy)piperidine-1-carboxylate C(C)(C)(C)OC(=O)N1C[C@H]([C@@H](CC1)O)OC1=CC(=CC=C1)C(F)(F)F |r|